NC[C@@H](COC=1C(=C2C(=NC1)CCO2)C2=CC(=NN2)NC=2N=CC(=NC2)C#N)C 5-[(5-{6-[(2S)-3-amino-2-methylpropyloxy]-2,3-dihydrofuro[3,2-b]pyridin-7-yl}-1H-pyrazol-3-yl)amino]pyrazine-2-carbonitrile